NC=1N=CC=C2C(=CN=CC12)NC(C(N1[C@H](CC[C@@H](C1)C)C=1C=CC2=CN(N=C2C1)C1CCN(CC1)C)=O)=O N-(8-amino-2,7-naphthyridin-4-yl)-2-oxo-2-[(2R,5S)-5-methyl-2-[2-(1-methyl-4-piperidyl)indazol-6-yl]-1-piperidyl]acetamide